C(C1=CC=CC=C1)OC1OC(C(C2=CC=CC=C12)=O)(C)C1CCCCC1 (benzyloxy)-3-cyclohexyl-3-methylisochroman-4-one